The molecule is an organic chloride salt and a xanthene dye. It has a role as a fluorochrome. It contains a QSY9 succinimidyl ester(1+). [H+].[H+].CN(C1=CC=C(C=C1)S(=O)(=O)[O-])C2=CC3=C(C=C2)C(=C4C=CC(=[N+](C)C5=CC=C(C=C5)S(=O)(=O)[O-])C=C4O3)C6=CC=CC=C6S(=O)(=O)N7CCC(CC7)C(=O)ON8C(=O)CCC8=O.[Cl-]